OC1=C(C=CC=2SC=CC21)C=2C(N(C(=NN2)N[C@H]2[C@@H](CCCC2)O)C)=O 6-(4-hydroxybenzo[b]thiophen-5-yl)-3-(((1R,2R)-2-hydroxycyclohexyl)amino)-4-methyl-1,2,4-triazine-5(4H)-one